C(CC)C1CCC(CC1)C1(CC=C(C=C1)C1=CC=CC=C1)C1CCC(CC1)CCC 4,4-bis(4-n-propylcyclohexyl)-1,1-biphenyl